8-amino-1-(4-methoxybenzyl)-4-(5-methyloxazol-2-yl)-1,3-dihydro-2H-benzo[b]azepin-2-one NC=1C=CC2=C(N(C(CC(=C2)C=2OC(=CN2)C)=O)CC2=CC=C(C=C2)OC)C1